2-cyclopropyl-N-(3-((1R,2S)-1,2-difluoro-1-(4-methyl-4H-1,2,4-triazol-3-yl)propan-2-yl)phenyl)-6-((3-fluoro-3-methylazetidin-1-yl)methyl)pyrimidine-4-carboxamide C1(CC1)C1=NC(=CC(=N1)C(=O)NC1=CC(=CC=C1)[C@]([C@@H](C1=NN=CN1C)F)(C)F)CN1CC(C1)(C)F